4-(4-iodophenyl)sulfonyl-piperazine IC1=CC=C(C=C1)S(=O)(=O)N1CCNCC1